C(C)OC(=O)C=1N=C2N(C=C(C=N2)C2C(C2)(F)F)C1 6-(2,2-difluorocyclopropyl)imidazo[1,2-a]Pyrimidine-2-carboxylic acid ethyl ester